N=1N(N=C2C1C=CC=C2)C2=C(C=CC(=C2)C)O 2-(2H-benzotriazol-2-yl)p-methylphenol